4-(5-methoxypyrazin-2-yl)-10,10-dimethyl-9-oxo-1-oxa-4-azaspiro[5.5]undec-7-ene-8-carbonitrile COC=1N=CC(=NC1)N1CCOC2(C1)C=C(C(C(C2)(C)C)=O)C#N